2-cyclopent-1,3-dienylethanol C1(=CC=CC1)CCO